BrC=1C=NC2=CC=C(C=C2C1)OC(C(=O)NC(C)(C)C)CC 2-[(3-bromo-6-quinolinyl)oxy]-N-(1,1-dimethylethyl)butyramide